3-((6-Bromo-3,7-dichloro-2-oxoquinoxalin-1(2H)-yl)methyl)azetidine-1-carboxylic acid tert-butyl ester C(C)(C)(C)OC(=O)N1CC(C1)CN1C(C(=NC2=CC(=C(C=C12)Cl)Br)Cl)=O